N1=C(N=CC=C1)C1CN(C1)C(=O)OC1=CC=C(C=C1)[N+](=O)[O-] 4-nitrophenyl 3-(pyrimidin-2-yl)azetidine-1-carboxylate